9,9-bis(6-hydroxynaphthalene-2-yl)fluorene OC=1C=C2C=CC(=CC2=CC1)C1(C2=CC=CC=C2C=2C=CC=CC12)C1=CC2=CC=C(C=C2C=C1)O